8-methyl-3-(3-Methyl-1,2,4-thiadiazol-5-yl)-1-(1H-pyrazol-4-yl)-5,6-dihydroimidazo[1,5-a]pyridine CC=1C=2N(CCC1)C(=NC2C=2C=NNC2)C2=NC(=NS2)C